(E)-N-[(tert-butoxycarbonyl)imino](tert-butoxy)formamide C(C)(C)(C)OC(=O)\N=N\C(=O)OC(C)(C)C